ClC=1N=C(C2=C(N1)C(=C(N=C2)C2=CC=CC1=CC=CC(=C21)C)C#N)N2C[C@@H](N(CC2)C(=O)OCC2=CC=CC=C2)CC#N benzyl (2S)-4-[2-chloro-8-cyano-7-(8-methyl-1-naphthyl)pyrido[4,3-d]pyrimidin-4-yl]-2-(cyanomethyl)piperazine-1-carboxylate